BrC1=CC(=C(C=C1)N1N=NN(C1=O)C)Cl 1-(4-bromo-2-chlorophenyl)-4-methyl-1H-tetrazol-5(4H)-one